4-amino-7-cyclopropyl-1-(2,5-difluorophenyl)pyrido[2,3-d]pyrimidin-2(1H)-one NC=1C2=C(N(C(N1)=O)C1=C(C=CC(=C1)F)F)N=C(C=C2)C2CC2